FC(CN1C=NC2=C1C=CC(=C2F)C)F 1-(2,2-difluoroethyl)-4-fluoro-5-methyl-1H-1,3-benzodiazol